FC(C1=NC=CC=C1)(F)F 2-trifluoromethylpyridine